3-fluoro-4-(4-methyl-4,7-diazaspiro[2.5]octan-7-yl)aniline FC=1C=C(N)C=CC1N1CCN(C2(CC2)C1)C